Isopropyl (((cis-3-(2-amino-6-hydroxy-9H-purin-9-yl)cyclobutyl)methoxy)(phenoxy)phosphoryl)-L-alaninate NC1=NC(=C2N=CN(C2=N1)[C@H]1C[C@H](C1)COP(=O)(OC1=CC=CC=C1)N[C@@H](C)C(=O)OC(C)C)O